fluoroisoquinoline-3-carboxamide FC1=NC(=CC2=CC=CC=C12)C(=O)N